4-(3,4-dimethoxyanilino)butane-1-sulfonic acid COC=1C=C(NCCCCS(=O)(=O)O)C=CC1OC